(S)-2-((6-((1-methyl-1H-benzo[d]imidazol-6-yl)methoxy)-3',6'-dihydro-[2,4'-bipyridine]-1'(2'H)-yl)methyl)-1-(oxetan-2-ylmethyl)-1H-benzo[d]imidazole-6-carboxylic acid CN1C=NC2=C1C=C(C=C2)COC2=CC=CC(=N2)C=2CCN(CC2)CC2=NC1=C(N2C[C@H]2OCC2)C=C(C=C1)C(=O)O